C1(CC1)(C=1OC2C(N1)C=1C=CC=CC1C2)C=2O[C@H]1[C@@H](N2)C=2C=CC=CC2C1 (3aS,3aS,8aR,8aR)-2,2'-(cyclopropane-1,1-diyl)bis(3a,8a-dihydro-8H-indeno[1,2-d]oxazole)